Cl.N1(C=NC=C1)S(=O)(=O)N=[N+]=[N-] imidazole-1-sulfonylazide HCl salt